2-(5-(((1R,4R,5R,6R)-6-fluoro-2-azabicyclo[2.2.1]heptan-5-yl)(methyl)amino)-1,3,4-thiadiazol-2-yl)-5-(1H-imidazol-1-yl)phenol F[C@H]1[C@@H]([C@H]2CN[C@@H]1C2)N(C2=NN=C(S2)C2=C(C=C(C=C2)N2C=NC=C2)O)C